8-Chloro-2-(1-(1-(3,3-difluorocyclobutyl)ethyl)-1H-pyrazol-4-yl)-7-((2-methyl-1-((2-(trimethylsilyl)ethoxy)methyl)-1H-benzo[d]imidazol-6-yl)oxy)quinoxaline ClC=1C(=CC=C2N=CC(=NC12)C=1C=NN(C1)C(C)C1CC(C1)(F)F)OC=1C=CC2=C(N(C(=N2)C)COCC[Si](C)(C)C)C1